NC1=NC=C(C2=C1C(=NN2C)C2=CC(=C(C=C2)NS(=O)(=O)C(F)F)O[C@@H](C)C2=CC=C(C=C2)F)C2=NC=NC=C2 (S)-N-(4-(4-amino-1-methyl-7-(pyrimidin-4-yl)-1H-pyrazolo[4,3-c]pyridin-3-yl)-2-(1-(4-fluorophenyl)ethoxy)phenyl)-1,1-difluoromethanesulfonamide